FC=1C=C(C(=O)NC2=CC(=CC=C2)C(F)(F)F)C=C(C1C)NC1=NC=CC=C1C1=C2N=CN(C2=NC=N1)C1OCCCC1 3-fluoro-4-methyl-5-((3-(9-(tetrahydro-2H-pyran-2-yl)-9H-purin-6-yl)pyridin-2-yl)amino)-N-(3-(trifluoromethyl)phenyl)-benzamide